ClC1=C(C=C(C=C1)C=1C=C2C(=NC1)C=NN2C[S@](=O)CC)OC(F)F |r| (RS)-6-[4-Chloro-3-(difluoromethoxy)phenyl]-1-(ethylsulfinylmethyl)pyrazolo[4,3-b]pyridine